FC1=C(C=CC(=C1)F)NC(NN)=S 4-(2,4-difluorophenyl)thiosemicarbazide